CC=1C=C(C=C(C1O)C)CC (3,5-dimethyl-4-hydroxyphenyl)ethane